norbornyl propionate CCC(=O)OC12CCC(C1)CC2